8-(4-chloro-2-fluoro-phenyl)-2,3-dimethyl-6-[(2S)-2-[1-(oxetan-3-yl)pyrazol-4-yl]morpholin-4-yl]pyrimido[5,4-d]pyrimidin-4-one ClC1=CC(=C(C=C1)C1=NC(=NC2=C1N=C(N(C2=O)C)C)N2C[C@@H](OCC2)C=2C=NN(C2)C2COC2)F